CC1([C@H](N(C[C@@H]1OC(=S)SC)C(=O)OC(C)(C)C)C(=O)OC)C 1-(tert-butyl) 2-methyl (2S,4R)-3,3-dimethyl-4-(((methylthio)carbonothioyl)oxy)pyrrolidine-1,2-dicarboxylate